2,7-dibromobenzo[4,5]thieno[3,2-b]benzofuran BrC1=CC2=C(C=3OC4=C(C3S2)C=CC(=C4)Br)C=C1